tert-butyl (2-hydroxy-3-((5-nitro-2-(2H-1,2,3-triazol-2-yl)pyridin-4-yl)amino)cyclohexyl)carbamate OC1C(CCCC1NC1=CC(=NC=C1[N+](=O)[O-])N1N=CC=N1)NC(OC(C)(C)C)=O